FC=1C=CC2=C(C(N3C(O2)CCC3)=O)C1 7-fluoro-1,2,3,3a-tetrahydro-9H-benzo[e]pyrrolo[2,1-b][1,3]oxazin-9-one